CNC=1N=C(C(=NC1C=1C2=C(C=NC1)N(C=N2)C)C(=O)N)NC=2C=NC(=C(C2)C)N2[C@H](COCC2)C 5-(Methylamino)-6-(3-methylimidazo[4,5-c]pyridin-7-yl)-3-[[5-methyl-6-[(3S)-3-methylmorpholin-4-yl]-3-pyridyl]amino]pyrazin-2-carboxamid